2-ethyl-N-(3-(3-fluoro-4-methoxyphenyl)propyl)-6-methylthieno[2,3-d]pyrimidin-4-amine C(C)C=1N=C(C2=C(N1)SC(=C2)C)NCCCC2=CC(=C(C=C2)OC)F